5-(3-chlorophenyl)isoxazol-3-amine ClC=1C=C(C=CC1)C1=CC(=NO1)N